(1R,2S,5R)-1-amino-5-(2-boronoethyl)-2-(((S)-1-(tert-butoxycarbonyl)pyrrolidine-2-carboxamido)methyl)cyclohexane-1-carboxylic acid N[C@]1([C@@H](CC[C@H](C1)CCB(O)O)CNC(=O)[C@H]1N(CCC1)C(=O)OC(C)(C)C)C(=O)O